1-{3-amino-6-[4-(4-methylpiperazin-1-yl)-1H-pyrrol-2-yl]pyrazin-2-yl}pyrazole-4-carboxamide NC=1C(=NC(=CN1)C=1NC=C(C1)N1CCN(CC1)C)N1N=CC(=C1)C(=O)N